2-[(10R)-12-[5-(4-piperidyl)pyrimidin-2-yl]-1,5,6,8,12-pentazatricyclo[8.4.0.02,7]tetradeca-2(7),3,5-trien-4-yl]phenol N1CCC(CC1)C=1C=NC(=NC1)N1C[C@H]2CNC=3N=NC(=CC3N2CC1)C1=C(C=CC=C1)O